5-methyl-N-[1-(3-pyridyl)ethyl]-2-[(2S)-2-(trifluoromethylsulfonylamino)propoxy]pyridine-4-carboxamide CC=1C(=CC(=NC1)OC[C@H](C)NS(=O)(=O)C(F)(F)F)C(=O)NC(C)C=1C=NC=CC1